FC1=C(C=C2CCC(N(C2=C1)C)=O)C=1C=C(C=NC1)C[NH-] 5-(7-fluoro-1-methyl-2-oxo-1,2,3,4-tetrahydro-quinolin-6-yl)-pyridin-3-ylmethyl-amide